tert-butyl 4-(2-(4-(4-((2,6-dioxopiperidin-3-yl)amino)-2,5-difluorophenyl)piperazin-1-yl)ethyl)piperidine-1-carboxylate O=C1NC(CCC1NC1=CC(=C(C=C1F)N1CCN(CC1)CCC1CCN(CC1)C(=O)OC(C)(C)C)F)=O